tert-butyl-dimethyl-[[4-(4-methyl-1-piperidyl)phenyl]methoxy]silane C(C)(C)(C)[Si](OCC1=CC=C(C=C1)N1CCC(CC1)C)(C)C